4-(2-{5-[(1R,4R,7R)-7-amino-2-azabicyclo[2.2.1]heptane-2-carbonyl]-7-methoxy-1-methyl-1H-1,3-benzodiazol-2-yl}-1-(cyclopropylmethyl)-1H-pyrrolo[2,3-b]pyridin-6-yl)-2-methoxyphenol N[C@H]1[C@@H]2N(C[C@H]1CC2)C(=O)C2=CC1=C(N(C(=N1)C1=CC=3C(=NC(=CC3)C3=CC(=C(C=C3)O)OC)N1CC1CC1)C)C(=C2)OC